CC1=CC=C(C=C1)NC(=S)NN N-(4-(methyl)phenyl)hydrazine-1-carbothioamide